CN1CC(C=C2C3=C4C(C[C@@H]12)=CNC4=CC=C3)=O (R)-7-methyl-6,6a,7,8-tetrahydroindolo[4,3-fg]quinolin-9(4H)-one